FC1=CC(=C(C=C1)C1=CC(=CC=C1)C=1OC2=C(N1)C=C(C=C2)C=O)C2=NN=CN2C 2-(4'-Fluoro-2'-(4-methyl-4H-1,2,4-triazol-3-yl)-[1,1'-biphenyl]-3-yl)benzo[d]oxazole-5-carbaldehyde